C(C1=CC=CC=C1)OC=1C(=NC=NC1OCC1=CC=CC=C1)CN1C(N(C(C1)C1=CC=C(C=C1)C#CC1=CC=C(C=C1)C(=O)N1CCOCC1)C(C)C)=O 1-((5,6-bis(benzyloxy)pyrimidin-4-yl)methyl)-3-isopropyl-4-(4-((4-(morpholine-4-carbonyl)phenyl)ethynyl)phenyl)imidazolin-2-one